ClC1=C(C(=CC=C1)F)N1CCC(CC1)NC(C)C=1C(=NN(C1)C1OCCCC1)NCC1=C(C=CC=C1)C1CC1 [1-(2-Chloro-6-fluorophenyl)-piperidin-4-yl]-{1-[3-(2-cyclopropyl-benzylamino)-1-(tetrahydro-pyran-2-yl)-1H-pyrazol-4-yl]-ethyl}-amine